1-(3-Methoxy-4-(3-methyl-6-(pyrazolo[1,5-a]pyrimidin-3-yl)-1H-pyrazolo[4,3-c]pyridin-1-yl)benzyl)-3-phenylurea COC=1C=C(CNC(=O)NC2=CC=CC=C2)C=CC1N1N=C(C=2C=NC(=CC21)C=2C=NN1C2N=CC=C1)C